C(C)(C)(C)OC(=O)N(C1=CC(=NC=2N1N=CC2C2CC2)N[C@@H]2CN(CC2)C(=O)OC(C)(C)C)CC2=CC=C(C=C2)C=2SC=CN2 tert-butyl (S)-3-((7-((tert-butoxycarbonyl)(4-(thiazol-2-yl)benzyl)amino)-3-cyclopropylpyrazolo[1,5-a]pyrimidin-5-yl)amino)pyrrolidine-1-carboxylate